2-(2-(2,6-dioxopiperidine-3-yl)-3-oxoisoindolin-5-yl)-2,7-diazaspiro[3.5]nonane-7-carboxylic acid tert-butyl ester C(C)(C)(C)OC(=O)N1CCC2(CN(C2)C=2C=C3C(N(CC3=CC2)C2C(NC(CC2)=O)=O)=O)CC1